Cl.Cl.ClC=1C(=NC2=CC=C(C=C2C1)N1CC(CCC1)CN)N1CCNCC1 [1-(3-Chloro-2-piperazin-1-yl-6-quinolinyl)-3-piperidinyl]methylamine dihydrochloride